2,6-bis(prop-2-yl)aniline CC(C)C1=C(N)C(=CC=C1)C(C)C